CS(=O)(=O)N(NC(=O)C=1C=2C[C@@H]3[C@H](C2N(N1)C1=NC=CN=C1)C3)C3=CC=CC=C3 (1aR,5aR)-2-Pyrazin-2-yl-1a,2,5,5a-tetrahydro-1H-2,3-diaza-cyclopropa[a]pentalene-4-carboxylic acid N'-methylsulfonyl-N'-phenyl-hydrazide